(2R)-4-[tert-butyl-(diphenyl)silyl]oxy-1-chloro-butan-2-ol C(C)(C)(C)[Si](OCC[C@H](CCl)O)(C1=CC=CC=C1)C1=CC=CC=C1